ClC1=CN(C2=NC=CC(=C21)OC2=C(C=C(C=C2F)NC(=S)NCC2(CC2)CNC(OC(C)(C)C)=O)F)COCC[Si](C)(C)C tert-butyl [(1-{[({4-[(3-chloro-1-{[2-(trimethylsilyl)ethoxy]methyl}-1H-pyrrolo[2,3-b]pyridin-4-yl)oxy]-3,5-difluorophenyl}carbamothioyl)amino]methyl}cyclopropyl)methyl]carbamate